N-cyclohexyl-aminosodium C1(CCCCC1)N[Na]